3-(3-amino-1H-pyrazol-5-yl)pentan-1-ol NC1=NNC(=C1)C(CCO)CC